sodium N-(4-iodophenyl)sulphonamide IC1=CC=C(C=C1)NS(=O)=O.[Na]